Cl.NC1=CC=C(C(=C1)N)O 4,6-diaminophenol hydrochloride